chloro-2-[4-(4-chloro-2-fluorophenyl)piperidin-1-yl]aniline ClNC1=C(C=CC=C1)N1CCC(CC1)C1=C(C=C(C=C1)Cl)F